CN1C(=NN=C1)C1(CCC1)C=1C=C(C=CC1)N1C(C2=C(C(=C1)C(F)(F)F)C=C(N2)CN2C[C@H](CCC2)C(F)F)=O |r| 6-[3-[1-(4-methyl-1,2,4-triazol-3-yl)cyclobutyl]phenyl]-2-[[rac-(3S)-3-(difluoromethyl)-1-piperidinyl]methyl]-4-(trifluoromethyl)-1H-pyrrolo[2,3-c]pyridin-7-one